ClC1=C(C=C(C(=C1)F)N1N=CC(=C(C1=O)C)C(F)(F)F)O 2-Chloro-4-fluoro-5-(5-methyl-6-oxo-4-trifluoromethylpyridazin-1(6H)-yl)phenol